N1(CCC1)CCNC(C1=CC(=CC(=C1)C(F)(F)F)NC(CC1=C(C=C(C=C1)C1=CNC(C=C1OCC)=O)F)=O)=O N-(2-(azetidin-1-yl)ethyl)-3-(2-(4-(4-ethoxy-6-oxo-1,6-dihydropyridin-3-yl)-2-fluorophenyl)acetamido)-5-(trifluoromethyl)benzamide